C(N)(OC(CN)(C)C)=O aminoTert-butyl carbamate